tert-butyl (2S,6S)-4-(4-((2,7-dimethyl-2H-pyrazolo[4,3-b]pyridin-5-yl)carbamoyl)-2-methoxybenzo[d]thiazol-7-yl)-2,6-dimethylpiperazine-1-carboxylate CN1N=C2C(N=C(C=C2C)NC(=O)C2=CC=C(C3=C2N=C(S3)OC)N3C[C@@H](N([C@H](C3)C)C(=O)OC(C)(C)C)C)=C1